7-bromo-2,4-dichloro-6,8-difluoroquinazolin BrC1=C(C=C2C(=NC(=NC2=C1F)Cl)Cl)F